[Ni].[Ag] SILVER-NICKEL